FC1=C(CNC(=O)C=2SC(=NN2)CCCCC=2SC(=NN2)C(NCC2=NC=CC=C2)=O)C=C(C=C1)OC(F)(F)F N-(2-Fluoro-5-(trifluoromethoxy)benzyl)-5-(4-(5-((pyridin-2-ylmethyl)carbamoyl)-1,3,4-thiadiazol-2-yl)butyl)-1,3,4-thiadiazole-2-carboxamide